FC1=NC=CC=C1C1=NC(=NC=C1)N 4-(2-fluoropyridin-3-yl)pyrimidin-2-amine